t-butoxytitanium (IV) C(C)(C)(C)O[Ti+3]